4,5-dimethyl-1,2-oxazol CC=1C=NOC1C